1,3-dioxacyclopentane-2-one O1C(OCC1)=O